C(C=C)NCCC[Si](OCC)(OCC)OCC 3-(N-allylamino)propyl-triethoxysilane